N-((2-(3-(2-((2-fluorophenyl)sulfonyl)hydrazine-1-carbonyl)-5-methylphenyl)pyridin-4-yl)methyl)acrylamide FC1=C(C=CC=C1)S(=O)(=O)NNC(=O)C=1C=C(C=C(C1)C)C1=NC=CC(=C1)CNC(C=C)=O